C1(CCCC1)C1=NC=C(C(=N1)OC1=CC=C(C=C1)F)C(=O)NC\C=C\S(=O)(=O)C (E)-2-cyclopentyl-4-(4-fluorophenoxy)-N-(3-(methylsulfonyl)allyl)pyrimidine-5-carboxamide